FC(C(=O)F)(C(C(C(F)(F)F)(C(F)(F)F)F)(F)F)F perfluoroisopropyl-propionyl fluoride